ClCC(C[C@]1(N([C@@H]2C[C@@H]2C1)C(=O)OC(C)(C)C)C(=O)OC)=C 2-(tert-butyl) 3-methyl (1R,3S,5R)-3-(2-(chloromethyl) allyl)-2-azabicyclo[3.1.0]hexane-2,3-dicarboxylate